C(C1=CC=CC=C1)OC=1C=C(C=CC1)C1=NN(C=C1)S(=O)(=O)CC 3-{3-(benzyloxy)phenyl}-1-[ethylsulfonyl]-1H-pyrazole